5-[6-(1-cyclopropylbut-3-yloxy)-3-nitro-5-(trifluoromethyl)-2-pyridinyl]-1,3,4-oxadiazole C1(CC1)CCC(C)OC1=C(C=C(C(=N1)C1=NN=CO1)[N+](=O)[O-])C(F)(F)F